N(=[N+]=[N-])C=1N=C(C=2C(N1)=CN(N2)CC2=C(C=C(CN(C(OC(C)(C)C)=O)C)C=C2OC)OC)NCCCC tert-butyl (4-((5-azido-7-(butylamino)-2H-pyrazolo[4,3-d]pyrimidin-2-yl)methyl)-3,5-dimethoxybenzyl)(methyl)carbamate